ethyl 2-(N-(4-((1-(tert-butylsulfonyl)indolin-6-yl)carbamoyl)-3-(6-azaspiro[2.5]octan-6-yl)phenyl)sulfamoyl)acetate C(C)(C)(C)S(=O)(=O)N1CCC2=CC=C(C=C12)NC(=O)C1=C(C=C(C=C1)NS(=O)(=O)CC(=O)OCC)N1CCC2(CC2)CC1